FC(CN1CC=2C=C(C=NC2CC1)NC=1N=CC2=C(N1)CN(CC2)C(=O)OC(C)(C)C)(F)F tert-butyl 2-{[6-(2,2,2-trifluoroethyl)-5,6,7,8-tetrahydro-1,6-naphthyridin-3-yl]amino}-5H,6H,7H,8H-pyrido[3,4-d]pyrimidine-7-carboxylate